C1(CC1)COC=1C=C(C=CC1)C1=CC(=C(C(=C1)F)OCCCC(=O)[O-])F 4-(3'-cyclopropylmethoxy-3,5-difluoro-biphenyl-4-yloxy)-butyrate